Tert-butyl (((2S,3S)-5-chloro-3-methyl-2-phenyl-4-(4,4,5,5-tetramethyl-1,3,2-dioxaborolan-2-yl)-2,3-dihydrobenzofuran-2-yl)methyl)carbamate ClC=1C=CC2=C([C@@H]([C@](O2)(C2=CC=CC=C2)CNC(OC(C)(C)C)=O)C)C1B1OC(C(O1)(C)C)(C)C